CC1=C(C=CC=C1C(F)(F)F)[C@@H](C)NC1=NC=2N(C3=C1C=C(N=C3)N3CCOCC3)CCN2 (R)-N-(1-(2-methyl-3-(trifluoromethyl)phenyl)ethyl)-3-morpholino-8,9-dihydroimidazo[1,2-a]pyrido[4,3-e]pyrimidin-5-amine